ClC=1C=C(C#N)C=C(C1N1C(=CC(C2=C(N=CC(=C12)Cl)Cl)=O)C)Cl 3,5-dichloro-4-(5,8-dichloro-2-methyl-4-oxo-1,6-naphthyridin-1(4H)-yl)benzonitrile